FC=1C=C(C=C(C1)F)[C@@H]1CCC2=NN(C(N21)=O)[C@@H]2C[C@H](C2)OC2=CC(=NN2C)C(F)(F)F (5S)-5-(3,5-difluorophenyl)-2-(trans-3-{[1-methyl-3-(trifluoromethyl)-1H-pyrazol-5-yl]oxy}cyclobutyl)-2,5,6,7-tetrahydro-3H-pyrrolo[2,1-c][1,2,4]triazol-3-one